4-(2-Hydroxy-1-naphthylazo)-benzenesulfonic acid sodium salt [Na+].OC1=C(C2=CC=CC=C2C=C1)N=NC1=CC=C(C=C1)S(=O)(=O)[O-]